C(C(C)C)(=O)NC1=NC(=CC(=N1)C(=O)N)C 2-isobutyramido-6-methylpyrimidine-4-carboxamide